C(#N)C=1C(=C(C(=O)NC2=CC=C3C=NN(C3=C2)\C=C\C=2C=NN(C2)C)C=CN1)C(C)C (E)-2-Cyano-3-isopropyl-N-(1-(2-(1-methyl-1H-pyrazol-4-yl)vinyl)-1H-indazol-6-yl)isonicotinamide